6,6-dimethyl-3-azabicyclo[3.1.0]hexane-2-carboxylate CC1(C2CNC(C12)C(=O)[O-])C